OC1=C(C=CC=C1)/C=C/C(=O)OCC ethyl (E)-3-(2-hydroxyphenyl)prop-2-enoate